BrC1=C(C=C(C=C1)S(=O)(=O)N[C@H]1[C@H](CCC1)O)C 4-bromo-3-methyl-N-((1R,2S)-2-hydroxycyclopentyl)benzenesulfonamide